2'-bromo-4-hydroxy-3',5',6-trimethyl-[1,4'-bipyridin]-2-one BrC1=NC=C(C(=C1C)N1C(C=C(C=C1C)O)=O)C